N-[(9-benzyl-beta-carbolin-3-yl)methyl]-9-benzyl-beta-carbolin-1-amine C(C1=CC=CC=C1)N1C2=CC=CC=C2C=2C=C(N=CC12)CNC1=NC=CC=2C3=CC=CC=C3N(C12)CC1=CC=CC=C1